COC(CNC=1C(=C(C(=C(C(=O)O)C1I)I)C(=O)O)I)OC N-(dimethoxyethyl)-5-amino-2,4,6-triiodoisophthalic acid